C12(CC(C1)C2)C2=CC=C(C=C2)C2CN(C2)C(=O)OC(C)(C)C tert-Butyl 3-(4-(bicyclo[1.1.1]pentan-1-yl)phenyl)azetidine-1-carboxylate